thiopheneboronate S1C(=CC=C1)B([O-])[O-]